6-(cyclohexylmethoxy)-9H-purin-2-amine C1(CCCCC1)COC1=C2N=CNC2=NC(=N1)N